1-(2-ethylphenyl)-2-(phenylseleno)ethan-1-one C(C)C1=C(C=CC=C1)C(C[Se]C1=CC=CC=C1)=O